C(C)(C)(C)OC(=O)N1C2=CC=CC=C2CC12COC2.C(C)(C)C=2C1=C(C(N(N2)CC(=O)N[C@H]2CN(CCC2)C2COC2)=O)SC2=C1C=CC=C2 (R)-2-(1-isopropyl-4-oxo-benzo[4,5]thieno[2,3-d]pyridazin-3(4H)-yl)-N-(1-(oxetan-3-yl)piperidin-3-yl)acetamide tert-butyl-spiro[indoline-2,3'-oxetane]-1-carboxylate